2-(3,6-Dichloropyridazin-4-yl)oxy-N-[(2,4-dimethoxyphenyl)methyl]ethanamine ClC=1N=NC(=CC1OCCNCC1=C(C=C(C=C1)OC)OC)Cl